1-Azido-4-(4-bromo-6-chloro-1-(tetrahydro-2H-pyran-2-yl)-1H-indazol-5-yl)butan-2-one N(=[N+]=[N-])CC(CCC=1C(=C2C=NN(C2=CC1Cl)C1OCCCC1)Br)=O